5-(Benzo[d]thiazol-6-yl)-N-(3-fluoro-4-methoxyphenyl)-1-(6-methylpyridin-2-yl)-1H-pyrazol-3-carboxyamid S1C=NC2=C1C=C(C=C2)C2=CC(=NN2C2=NC(=CC=C2)C)CC(=O)NC2=CC(=C(C=C2)OC)F